4-(4-(4-Acryloylpiperazin-1-yl)piperidin-1-yl)-6-(1-ethyl-1H-pyrazol-4-yl)pyrazolo[1,5-a]pyridine-3-carbonitrile C(C=C)(=O)N1CCN(CC1)C1CCN(CC1)C=1C=2N(C=C(C1)C=1C=NN(C1)CC)N=CC2C#N